FC1=CC=C(C=C1)[C@@H](CC1=NC(=NC(=N1)N[C@@H](CO)CC(C)C)NS(=O)(=O)C)C N-(4-((R)-2-(4-Fluorophenyl)propyl)-6-(((R)-1-hydroxy-4-methylpentan-2-yl)amino)-1,3,5-triazin-2-yl)methanesulfonamide